CC1=NN(C=2CCC3=C(C12)SC(=C3)C(=O)N)C3=CC=CC=C3 8-methyl-6-phenyl-4,5-dihydrothieno[2,3-e]indazole-2-carboxamide